CN(C)C(C(=O)N)C(C)C (dimethylamino)-3-methylbutanamide